4-(4-(4-(methylsulfonyl)benzyloxy)phenyl)-N-(3-(phenylamino)propyl)-1H-imidazole-1-carboxamide CS(=O)(=O)C1=CC=C(COC2=CC=C(C=C2)C=2N=CN(C2)C(=O)NCCCNC2=CC=CC=C2)C=C1